6-chloro-N-(3,4-dimethylphenyl)-2-(2-pyridinyl)-5-(trifluoromethyl)-4-pyrimidinamine ClC1=C(C(=NC(=N1)C1=NC=CC=C1)NC1=CC(=C(C=C1)C)C)C(F)(F)F